ClC1=C(C=C(O)C(=C1)Cl)O 4,6-dichlororesorcinol